2,5-dimethyl-cyclopenta[2,3-b]thiophen-4-one CC1=CC2=C(S1)C=C(C2=O)C